(3R)-4-amino-3-methyl-N-((1R)-spiro[2.5]octan-1-yl)-N-((5-(trifluoromethyl)-2-pyridinyl)methyl)-1,3-dihydrofuro[3,4-c]quinoline-8-carboxamide NC1=NC=2C=CC(=CC2C2=C1[C@H](OC2)C)C(=O)N(CC2=NC=C(C=C2)C(F)(F)F)[C@@H]2CC21CCCCC1